NCCOC=1C(=NC(=NC1Cl)Cl)N1C=C2C=3C(=CC=CC13)CCC2 N-[5-(2-aminoethoxy)-2,6-dichloro-pyrimidin-4-yl]-1,3,4,5-tetrahydrobenzo[cd]indol